3-((3-(((2-cyanoethyl)-amino)methyl)-3,5,5-trimethylcyclohexyl)amino)propiononitrile C(#N)CCNCC1(CC(CC(C1)(C)C)NCCC#N)C